N1(CCCCC1)C(=O)C=1C=NN2C1C=CC=C2C=2C=NC=1CCNC(C1C2)=O 3-(3-(piperidine-1-carbonyl)pyrazolo[1,5-a]Pyridin-7-yl)-7,8-dihydro-1,6-naphthyridine-5(6H)-one